N-((S)-1-(3-chloro-8-methoxyisoquinolin-5-yl)propyl)-2-methylpropane-2-sulfinamide ClC=1N=CC2=C(C=CC(=C2C1)[C@H](CC)NS(=O)C(C)(C)C)OC